CC1(OB(OC1(C)C)CCCC1C(N(C2C1NCCC2)C(=O)OC(C)(C)C)C(=O)OCC)C 1-tert-butyl 2-ethyl 3-(3-(4,4,5,5-tetramethyl-1,3,2-dioxaborolan-2-yl)propyl)octahydro-1H-pyrrolo[3,2-b]pyridine-1,2-dicarboxylate